FC1=C(C(=CC(=C1)C1=NC=CC(=N1)OC(C)C)F)N1CCC(CC1)CC(=O)O 2-[1-[2,6-difluoro-4-(4-isopropoxypyrimidin-2-yl)phenyl]-4-piperidinyl]acetic acid